6-((2-(cis-3-fluoro-4-methoxypiperidin-1-yl)pyrimidin-4-yl)amino)-4-(isopropylamino)-N-phenethylnicotinamide F[C@@H]1CN(CC[C@@H]1OC)C1=NC=CC(=N1)NC1=NC=C(C(=O)NCCC2=CC=CC=C2)C(=C1)NC(C)C